CC1=CC=CC(=N1)NC(=O)[C@@H]1CC=CCN1C(CN1C=C(C2=CC(=CC=C12)C=1C=NC(=NC1)C)C(=O)N)=O (S)-1-(2-(6-((6-methylpyridin-2-yl)carbamoyl)-5,6-dihydropyridin-1(2H)-yl)-2-oxoethyl)-5-(2-methylpyrimidin-5-yl)-1H-indole-3-carboxamide